N-(1-Methylethyl)-N'-(1-nitro-9-acridinyl)-1,3-propanediamine CC(C)NCCCNC=1C2=CC=CC=C2N=C2C=CC=C(C12)[N+](=O)[O-]